2-((3R)-3-(1-(1-(2-(2,4-dichlorothiazol-5-yl)ethyl)-3-ethynyl-1H-pyrazolo[3,4-b]pyrazin-6-yl)azetidin-3-yl)piperidin-1-yl)ethan-1-ol ClC=1SC(=C(N1)Cl)CCN1N=C(C=2C1=NC(=CN2)N2CC(C2)[C@@H]2CN(CCC2)CCO)C#C